propoxyl-quinoline O(CCC)C1=NC2=CC=CC=C2C=C1